ClC=1C=C2C=C(COC2=CC1)C(=O)NC1CCC(CC1)NC1=CC(=NC2=CC=C(C=C12)Cl)C(F)(F)F 6-chloro-N-[(1s,4s)-4-{[6-chloro-2-(trifluoromethyl)quinolin-4-yl]amino}cyclohexyl]-2H-chromene-3-carboxamide